2-Hydroxy-4,5',8a'-trimethyl-1'-oxo-4-vinyloctahydro-1'H-spiro[cyclopentane-1,2'-naphthalene]-5'-carboxylic acid OC1CC(CC12C(C1(CCCC(C1CC2)(C(=O)O)C)C)=O)(C=C)C